(R)-1-(2-(5-(3-amino-6-bromoquinolin-4-ylamino)pent-2-yloxy)-5-fluorophenyl)ethylcarbamic acid tert-butyl ester C(C)(C)(C)OC(N[C@H](C)C1=C(C=CC(=C1)F)OC(C)CCCNC1=C(C=NC2=CC=C(C=C12)Br)N)=O